3-Cyano-2-isopropyl-N-(1-(1-isopropyl-1H-pyrazol-4-yl)-1H-indazol-6-yl)benzamide C(#N)C=1C(=C(C(=O)NC2=CC=C3C=NN(C3=C2)C=2C=NN(C2)C(C)C)C=CC1)C(C)C